[Na+].NC1=CC=C(C(=O)N[C@@H](CCC(=O)[O-])C(=O)[O-])C=C1.[Na+] p-aminobenzoyl-L-glutamic acid sodium salt